cyclohexyl ((perfluorophenoxy)(phenoxy)phosphoryl)-L-alaninate FC1=C(OP(=O)(OC2=CC=CC=C2)N[C@@H](C)C(=O)OC2CCCCC2)C(=C(C(=C1F)F)F)F